C1(=CC=CC=C1)[C@H]([C@H](C)N1CCCC1)O (1R,2S)-1-phenyl-2-(pyrrolidin-1-yl)propan-1-ol